(2S)-ethyl 2-[4-bromo-2-(4-butoxy-4,5-dihydroisoxazol-3-yl) phenoxy]-3-methylbutyrate BrC1=CC(=C(O[C@H](C(=O)OCC)C(C)C)C=C1)C1=NOCC1OCCCC